2-Chloro-N-(2-{4-[(2-chloropyridin-3-yl)oxy]piperidin-1-yl}-2-[4-(difluoromethyl)-1,3-thiazol-5-yl]ethyl)-6-fluorobenzamid ClC1=C(C(=O)NCC(C2=C(N=CS2)C(F)F)N2CCC(CC2)OC=2C(=NC=CC2)Cl)C(=CC=C1)F